8,9-dihydro-7H-benzocycloheptene C1=CC=CC2=C1CCCC=C2